N-((1R,3s,5S)-8-Benzyl-8-azabicyclo[3.2.1]octan-3-yl)-2-methyl-1H-indol-6-carboxamid C(C1=CC=CC=C1)N1[C@H]2CC(C[C@@H]1CC2)NC(=O)C2=CC=C1C=C(NC1=C2)C